BrC1=CC=CC=2C=3N(C(=NC12)N[C@H]1C(NCCNC1)=O)N=C(N3)C=3C=NN(C3)C(C)C (6R)-6-({7-bromo-2-[1-(propan-2-yl)-1H-pyrazol-4-yl][1,2,4]triazolo[1,5-c]quinazolin-5-yl}amino)-1,4-diazepan-5-one